3-(difluoromethyl)cyclobutanamine HCl salt Cl.FC(C1CC(C1)N)F